4-bromo-3-hydroxy-5-methylthiophene-2-carboxylic acid methyl ester COC(=O)C=1SC(=C(C1O)Br)C